2-(4-Biphenylyl)-5-(4-tert-butylphenyl)-1,3,4-oxadiazole C1(=CC=C(C=C1)C=1OC(=NN1)C1=CC=C(C=C1)C(C)(C)C)C1=CC=CC=C1